C(C)(C)(C)OC(=O)N1CCN(CC1)C1=CC=C(C=C1)C(=O)NN 4-(4-(hydrazinecarbonyl)phenyl)piperazine-1-carboxylic acid tert-butyl ester